3-aminobutanesulfonic acid NC(CCS(=O)(=O)O)C